[Zn].[Al].CC1=C(C=C(C(=O)NC=2C=NN(C2)CC(C)C)C=C1)C#CC=1C=NC=CC1 4-methyl-N-[1-(2-methylpropyl)-1H-pyrazol-4-yl]-3-[2-(pyridin-3-yl)ethynyl]benzamide aluminum zinc salt